2-[2-(4-benzyloxy-6-chloro-2-methyl-3-pyridinyl)-2-oxo-ethyl]isoindoline-1,3-dione C(C1=CC=CC=C1)OC1=C(C(=NC(=C1)Cl)C)C(CN1C(C2=CC=CC=C2C1=O)=O)=O